CC1=CC(=NC(=C1C)NC)C=1C=C2[C@@H](N(C(C2=CC1)=O)C1C(NC(CC1)=O)=O)C 3-((S)-5-(4,5-Dimethyl-6-(methylamino)pyridin-2-yl)-3-methyl-1-oxoisoindolin-2-yl)piperidin-2,6-dion